C1CCC2=C(C=3CCCC3C=C12)NC(=O)NS(=O)(=N)C=1N=C(SC1)C(C)(C)O N-((1,2,3,5,6,7-hexahydro-s-indacen-4-yl)carbamoyl)-2-(2-hydroxypropan-2-yl)thiazole-4-sulfonimidamide